[Cl-].IC1=CC=C(C=C1)N1[NH2+]C(=NN1C1=CC=C(C=C1)[N+](=O)[O-])C1=CC=CC=C1 2-(4-iodo-phenyl)-3-(4-nitrophenyl)-5-phenyl-2H-tetrazolium chloride